C(C)(C)(C)C=1C=C(CP(OCC)(OCC)=O)C=C(C1O)C(C)(C)C diethyl 3,5-di-tert-butyl-4-hydroxybenzyl-phosphonate